P(=O)(OC[N+]1=C(C(=CC=C1)C1=CC(=NO1)CC=1C=NC(=CC1)OCC1=CC=2N(C=C1)C=CN2)N)(O)[O-] (2-amino-3-(3-((6-(imidazolo[1,2-a]pyridin-7-ylmethoxy)pyridin-3-yl)methyl)isoxazol-5-yl)pyridin-1-ium-1-yl)methyl hydrogen phosphate